C(=CCCCCCC)CO[SiH](C)C 1-octenyldimethylmethoxysilane